C(C#C)NC(=O)C1=CN=CN=N1 N-(prop-2-yn-1-yl)-1,2,4-triazine-6-carboxamide